CC(=CC=C1C(CCCC1)P(C1CCCCC1)C1CCCCC1)C dimethylvinyl-methylene(tricyclohexylphosphine)